3-((tert-butyldiphenylsilyl)methoxy)-2-(3-(4-(trifluoromethyl)phenyl)-1H-pyrazolo[3,4-b]pyridin-1-yl)propan-1-amine [Si](C1=CC=CC=C1)(C1=CC=CC=C1)(C(C)(C)C)COCC(CN)N1N=C(C=2C1=NC=CC2)C2=CC=C(C=C2)C(F)(F)F